N'-(4-{[3-(difluoro-methoxy)phenyl]sulfanyl}-2,5-dimethylphenyl)-N-ethyl-N-methylimidoformamide FC(OC=1C=C(C=CC1)SC1=CC(=C(C=C1C)N=CN(C)CC)C)F